C(C(=C)C)(=O)NCCOC(NCC1=CC=C(C=C1)CN1C(=NC=2C(=NC=3C=CC=CC3C21)N)C=2N=CSC2)=O 4-((4-amino-2-(thiazol-4-yl)-1H-imidazo[4,5-c]Quinolin-1-yl)methyl)benzylcarbamic acid 2-methacrylamidoethyl ester